OCN(C(=O)N(O)C)C1N(ON(O1)CO)CO N-hydroxymethyl-N-(1,3-bis(hydroxymethyl)-2,5-dioxaimidazolidin-4-yl)-N'-hydroxy-methylurea